C1(CC1)C([C@@H](C(NC=1C=NN(C1)CC=1N(N=NC1)CC(F)(F)F)=O)NC(OC(C)(C)C)=O)C1CC1 tert-butyl N-[(1S)-1-(dicyclopropylmethyl)-2-oxo-2-[[1-[[3-(2,2,2-trifluoroethyl)triazol-4-yl]methyl]pyrazol-4-yl]amino]ethyl]carbamate